OC1=C(C(=O)OCC2=CC=C(C=C2)C(NCCCCCCCCCCCCCCCC)=O)C=C(C=C1)O 4-n-hexadecylcarbamoylbenzyl 2,5-dihydroxybenzoate